ClC=1C=C(C=CC1Cl)NC(=O)[C@H]1[C@@H]2CC[C@H]([C@H]1C1=CC=NC=C1)O2 (1S,2R,3R,4R)-N-(3,4-dichlorophenyl)-3-(pyridin-4-yl)-7-oxabicyclo[2.2.1]heptane-2-carboxamide